3,5-dichloro-4-iodo-2-methoxy-pyridine ClC=1C(=NC=C(C1I)Cl)OC